(R)-1-(4-(1-isopropyl-4-(trifluoromethyl)-1H-imidazol-2-yl)phenyl)ethan-1-amine-HCl Cl.C(C)(C)N1C(=NC(=C1)C(F)(F)F)C1=CC=C(C=C1)[C@@H](C)N